ClC1=CC=C2C(=NC=3N(C2=C1)C=NN3)N(C)C=3C=C(C=CC3)C3=CC=C(C=C3)S(=O)(=O)C3CC3 8-chloro-N-(4'-(cyclopropylsulfonyl)-[1,1'-biphenyl]-3-yl)-N-methyl-[1,2,4]triazolo[4,3-a]quinazolin-5-amine